ethyl [(2-fluorophenyl)ethyl] sulfide FC1=C(C=CC=C1)CCSCC